C(C)(C)(C)OC(=O)N1CC2OC2(CC1)C 6-methyl-7-oxa-3-aza-bicyclo[4.1.0]heptane-3-carboxylic acid tert-butyl ester